FC1=CN=C2N1C=C(C=C2)C2=CNC=1N=C(N=CC12)NC1CCC(CC1)(O)C 4-((5-(3-fluoroimidazo[1,2-a]pyridin-6-yl)-7H-pyrrolo[2,3-d]pyrimidin-2-yl)amino)-1-methylcyclohexan-1-ol